(12S)-17-(2,6-Dimethylphenyl)-14-oxa-21λ6-thia-3,18,20,27-tetraazapentacyclo[20.3.1.115,19.03,12.05,10]heptacosaN CC1=C(C(=CC=C1)C)C1CC2OC[C@@H]3CC4CCCCC4CN3CC3CCCC([SH4]NC(N1)N2)C3